1-(2-chloro-3-methylphenyl)-2-propanone ClC1=C(C=CC=C1C)CC(C)=O